FC1=C(N)C=CC(=C1C)OC=1C=C2C(=NC1)N(C=N2)C 2-fluoro-3-methyl-4-((3-methyl-3H-imidazo[4,5-b]pyridin-6-yl)oxy)aniline